N-methyl-pyridinium C[N+]1=CC=CC=C1